[Si](C1=CC=CC=C1)(C1=CC=CC=C1)(C(C)(C)C)OCCCCCCCCCCCNC(=O)C1=C[C@H]([C@H]([C@@H](C1)OCCC(=O)OC(C)(C)C)OCCC(=O)OC(C)(C)C)OCCC(=O)OC(C)(C)C tri-tert-butyl 3,3',3''-(((1R,2S,3R)-5-((11-((tert-butyldiphenylsilyl)oxy)undecyl)carbamoyl)cyclohex-4-ene-1,2,3-triyl)tris(oxy))tripropionate